2-(1-(3-chloropyridoyl)pyrrolidin-3-yl)-5-hydroxybenzaldehyde ClC=1C(=NC=CC1)C(=O)N1CC(CC1)C1=C(C=O)C=C(C=C1)O